Trans-1,4-hexadiene C=CC\C=C\C